5-fluoro-2-(2-methoxypyridin-4-yl)-1H-pyrrolo[2,3-b]Pyridine hydrochloride Cl.FC=1C=C2C(=NC1)NC(=C2)C2=CC(=NC=C2)OC